1-(1-(3-chloro-2-fluorophenyl)propyl)-N1-cyclopropylethane-1,2-diamine hydrochloride Cl.ClC=1C(=C(C=CC1)C(CC)C(CN)NC1CC1)F